C1(CCCC1)C(=C(C(=O)[O-])C)C1CCCC1 di-cyclopentanyl-methacrylate